4,6-bis(2,4-di-methylphenyl)-1,3,5-triazine CC1=C(C=CC(=C1)C)C1=NC=NC(=N1)C1=C(C=C(C=C1)C)C